OC[C@@H]([C@@H](CCCCCCCCCCCCCCC)O)NC(CCCCCCCCCCCCCCCCC)=O N-[(2S,3R)-1,3-dihydroxy-octadecan-2-yl]octadecanamide